C(C)(C)(C)OC(=O)N(CCC1=NC(=CC=C1[N+](=O)[O-])OC)CC1=C(C=C(C(=C1)F)F)NC1=C(C(=O)OC)C=C(C=C1)C(F)(F)F methyl 2-((2-(((tert-butoxycarbonyl)(2-(6-methoxy-3-nitropyridin-2-yl)ethyl)amino)methyl)-4,5-difluorophenyl)amino)-5-(trifluoro-methyl)benzoate